C(C)(C)(C)OC(N(C)C1CC2=CC(=C(C=C2C1)Br)Cl)=O N-(5-bromo-6-chloro-2,3-dihydro-1H-inden-2-yl)-N-methylcarbamic acid tert-butyl ester